C(C)(=O)NC1=CC=C(C=C1)C=1CCN(CC1)C(=O)OC(C)(C)C tert-Butyl 4-(4-acetamidophenyl)-3,6-dihydropyridine-1(2H)-carboxylate